C(C)OC(CC=1C=NC=C(C1)C1=CC=C(C=C1)CO)=O 2-(5-(4-(hydroxymethyl)phenyl)pyridin-3-yl)acetic acid ethyl ester